O=C1NC(CCC1N1C(C2=C(C=CC(=C2C1)NC(C)=O)OC)=O)=O N-(2-(2,6-dioxopiperidin-3-yl)-7-methoxy-1-oxoisoindolin-4-yl)acetamide